methyl 1-[3-[(3R)-3-amino-5-[(4-chlorophenyl)methyl]-8-fluoro-1,1,4-trioxo-2,3-dihydro-1λ6,5-benzothiazepin-7-yl]-1,2,4-triazin-5-yl]-3-azabicyclo[3.1.1]heptane-3-carboxylate N[C@H]1CS(C2=C(N(C1=O)CC1=CC=C(C=C1)Cl)C=C(C(=C2)F)C=2N=NC=C(N2)C21CN(CC(C2)C1)C(=O)OC)(=O)=O